4-(4-Fluorophenyl)-1,3-oxazole FC1=CC=C(C=C1)C=1N=COC1